C1(CC1)C1=NC=NC(=C1C1=NN2C(N(CCC2)CC2=CC=C(C=C2)C=2N(C=C(N2)C(F)(F)F)CCF)=C1)OC 2-(4-cyclopropyl-6-methoxypyrimidin-5-yl)-4-(4-(1-(2-fluoroethyl)-4-(trifluoromethyl)-1H-imidazol-2-yl)benzyl)-6,7-dihydropyrazolo[1,5-a]pyrimidin